C(CCCCCCCC\C=C/CCCC)=O (Z)-10-Pentadecenal